dimethyl-3,4-dihydro-2H-thiophene CC1C(CSC1)C